(S)-N-(3-(1-Acetyl-2-methyl-1,2,3,4-tetrahydroquinolin-6-yl)phenyl)-2-aminoacetamide C(C)(=O)N1[C@H](CCC2=CC(=CC=C12)C=1C=C(C=CC1)NC(CN)=O)C